C1(CC1)C=1C=NC(=NC1)[Sn](CCCC)(CCCC)CCCC 5-cyclopropyl-2-(tributylstannyl)pyrimidine